O=C1CC[C@@H](N1)C(=O)NCC1CN(C2=CC=CN=C2C1)C1=CC=C(C=C1)C(F)(F)F (2R)-5-oxo-N-((1-(4-(trifluoromethyl)phenyl)-1,2,3,4-tetrahydro-1,5-naphthyridin-3-yl)methyl)pyrrolidine-2-carboxamide